2,6-difluoro-4-methoxybenzoic acid FC1=C(C(=O)O)C(=CC(=C1)OC)F